5-(2-amino-[1,2,4]triazolo[1,5-a]pyridin-7-yl)-N-(2-((2,6-dimethyltetrahydro-2H-pyran-4-yl)oxy)-3,5-difluorobenzyl)-2-methoxynicotinamide NC1=NN2C(C=C(C=C2)C=2C=NC(=C(C(=O)NCC3=C(C(=CC(=C3)F)F)OC3CC(OC(C3)C)C)C2)OC)=N1